C(C=CC=CC#CCCCC)(=O)O Undec-2,4-diene-6-ynoic acid